ClC1=CC=C(C=C1)CCS(=O)(=O)N(C)C 2-(4-chlorophenyl)-N,N-dimethylaminosulfonylethane